C(C)S(=O)(=O)C1(COC1)C1=CC=C(OCCN2CCC3(CC2)C(NC2=CC=C(C=C23)C#N)=O)C=C1 1'-(2-(4-[3-(ethanesulfonyl)oxetan-3-yl]phenoxy)ethyl)-2-oxo-1,2-dihydrospiro[indole-3,4'-piperidine]-5-carbonitrile